ClC(C)OC(N(C1=NC=CC=C1COC(CN(C)C(=O)OC(C)(C)C)=O)C)=O N-methyl-N-(3-[((N-tert-butoxycarbonyl-N-methylamino)acetoxy)methyl]pyridin-2-yl)carbamic acid (1-chloroethyl) ester